O=C(/C=C/C(=O)O)OC1(CCC1)C1=NC=C(C=C1)C(F)(F)F (E)-4-oxo-4-(1-(5-(trifluoromethyl)pyridin-2-yl)cyclobutoxy)but-2-enoic acid